2-[4-(2,4-Diamino-pyrimidin-5-yloxy)-2-iodo-5-isopropyl-phenoxy]-acetamide NC1=NC=C(C(=N1)N)OC1=CC(=C(OCC(=O)N)C=C1C(C)C)I